[NH4+].C(C=C)(=O)OCCC1N(CCOC1)C acryloyloxyethyl-methylmorpholine ammonium